chloroprostaenol ClC(=CCCCCC[C@H]1CCC[C@@H]1CCCCCCCC)O